tert-butyl 4-[3-[(2,6-dibenzyloxy-3-pyridyl)amino]phenyl]-3,3-difluoro-piperidine-1-carboxylate C(C1=CC=CC=C1)OC1=NC(=CC=C1NC=1C=C(C=CC1)C1C(CN(CC1)C(=O)OC(C)(C)C)(F)F)OCC1=CC=CC=C1